5-((1-(Imidazo[1,2-a]pyridin-2-yl)-2-oxo-1,2-dihydropyridin-3-yl)amino)-N-((1R,2R)-2-methoxycyclobutyl)-7-(methylamino)pyrazolo[1,5-a]pyrimidine-3-carboxamide N=1C(=CN2C1C=CC=C2)N2C(C(=CC=C2)NC2=NC=1N(C(=C2)NC)N=CC1C(=O)N[C@H]1[C@@H](CC1)OC)=O